C(C)(C)NCC1=CC=C(C(=N1)C)N1N=CC(=C1)C1=NC(=NC=C1C#N)N[C@@H]1[C@@H](CN(CC1)S(=O)(=O)C=1N=CN(C1)C)C 4-(1-(6-((Isopropylamino)methyl)-2-methylpyridin-3-yl)-1H-pyrazol-4-yl)-2-(((3R,4S)-3-methyl-1-((1-methyl-1H-imidazol-4-yl)sulfonyl)piperidin-4-yl)amino)pyrimidine-5-carbonitrile